methyl 5-bromo-4-(5-fluoro-3-{[3-fluoro-5-(trifluoromethyl)phenyl]methoxy}pyridin-2-yl)thiophene-2-carboxylate BrC1=C(C=C(S1)C(=O)OC)C1=NC=C(C=C1OCC1=CC(=CC(=C1)C(F)(F)F)F)F